2-chloro-N-((5-(trifluoromethyl)pyridin-2-yl)carbamoyl)acetamide methyl-(Z)-7-((dimethylamino)methylene)-8-oxo-1-oxaspiro[3.4]octane-6-carboxylate COC(=O)C/1CC2(CCO2)C(\C1=C/N(C)C)=O.ClCC(=O)NC(NC1=NC=C(C=C1)C(F)(F)F)=O